Cl.CC1=C(C=NN1)C1=CC=2N=C(NC(C2S1)=O)[C@@H]1NCC[C@H]1C1=CC=CC=C1 |o1:17,21| 6-(5-methyl-1H-pyrazol-4-yl)-2-[(2R*,3S*)-3-phenylpyrrolidin-2-yl]thieno[3,2-d]pyrimidin-4(3H)-one hydrochloride